C(C1=CC=CC=C1)OC(=O)N[C@H](C(=O)OC(C)(C)C)CC(C(F)(F)F)(C(F)(F)F)O tert-butyl (2S)-2-[[(benzyloxy)carbonyl]amino]-5,5,5-trifluoro-4-hydroxy-4-(trifluoromethyl)pentanoate